C(#N)C=1C=CC(=C(C1)B(O)O)C(=O)N1CCC(CC1)OC(F)(F)F [5-cyano-2-[4-(trifluoromethoxy)piperidine-1-carbonyl]phenyl]boronic acid